BrC1=C(C=C(C(=C1)[N+](=O)[O-])F)OCC 1-bromo-2-ethoxy-4-fluoro-5-nitrobenzene